(2S,5R,6S)-5,6-bis(4-chlorophenyl)-2-(4-fluorobenzyl)-4-((1R)-1-(1H-tetrazol-5-yl)butyl)-3-morpholinone ClC1=CC=C(C=C1)[C@@H]1[C@@H](O[C@H](C(N1[C@H](CCC)C1=NN=NN1)=O)CC1=CC=C(C=C1)F)C1=CC=C(C=C1)Cl